2-phloroglucinol-formaldehyde C1(O)=C(C(O)=CC(O)=C1)C=O